CC=1C(=C2C=NN(C2=CC1)C1OCCCC1)C1CCC=2C(NC=NC2C1)=O 7-(5-methyl-1-tetrahydropyran-2-yl-indazol-4-yl)-5,6,7,8-tetrahydro-3H-quinazolin-4-one